methyl 5-amino-1H-pyrrole-3-carboxylate NC1=CC(=CN1)C(=O)OC